NC([C@H](C[C@H]1C(NCC1)=O)NC([C@H](CC1CC1)NC(=O)C=1NC2=CC=CC(=C2C1)Cl)=O)=O N-[(1S)-2-[[(1S)-2-amino-2-oxo-1-[[(3S)-2-oxopyrrolidin-3-yl]methyl]ethyl]amino]-1-(cyclopropylmethyl)-2-oxo-ethyl]-4-chloro-1H-indole-2-carboxamide